N1N=NN=C1C1=C(C=CC=C1)C1=CC=C(C=C1)CN([C@@H](C(C)C)C(=O)O)C(CC(CC)N)=O N-((2'-(1H-tetrazol-5-yl)-[1,1'-biphenyl]-4-yl)methyl)-N-(3-aminopentanoyl)-L-valine